C(=CC)C(CS(=O)(=O)O)(C)C 2-propenyl-2-methylpropanesulfonic acid